(3S,4R)-3-fluoro-N-[2-(3-{[2-methoxy-4-(propane-2-sulfonyl)phenyl]amino}prop-1-yn-1-yl)-3-(2,2,2-trifluoroethyl)imidazo[1,2-a]pyridin-8-yl]-1-methylpiperidin-4-amine F[C@H]1CN(CC[C@H]1NC=1C=2N(C=CC1)C(=C(N2)C#CCNC2=C(C=C(C=C2)S(=O)(=O)C(C)C)OC)CC(F)(F)F)C